tert-Butyl (4-hydroxy-2-methylphenyl)(3-methyl-2-oxo-1-(tetrahydro-2H-pyran-4-yl)-2,3-dihydro-1H-imidazo[4,5-c]pyridin-6-yl)carbamate OC1=CC(=C(C=C1)N(C(OC(C)(C)C)=O)C1=CC2=C(C=N1)N(C(N2C2CCOCC2)=O)C)C